CC=1OC(=CC1C(C)=O)C 2,5-dimethyl-3-acetylfuran